CC1C(=CC2C3C(CC(C12)C3)O)C 1,2-dimethyl-3a,4,5,6,7,7a-hexahydro-1H-4,7-methanoinden-5-ol